NCC1=CC=C(CNC(C(F)(F)F)=O)C=C1 N-(4-(aminomethyl)benzyl)-2,2,2-trifluoroacetamide